C(C)(C)(C)C=1C=C(C(=CC1F)N)N 4-tert-butyl-5-fluorobenzene-1,2-diamine